OC1=C(C(N(C=C1C)C)=O)NC(N[C@@H](CC(=O)OCC)C=1C=C(C=CC1)C1=C(C=CC=C1)OC(F)(F)F)=O ethyl (S)-3-(3-(4-hydroxy-1,5-dimethyl-2-oxo-1,2-dihydropyridin-3-yl)ureido)-3-(2'-(trifluoromethoxy)biphenyl-3-yl)propanoate